Cl.O1C=2C(OCC1)=C(SC2)C=2C=C(C=CC2)S(=O)(=O)N2C=C(C=C2C2=C(C=CC=C2)F)N(C)C (1-((3-(2,3-dihydrothieno[3,4-b][1,4]dioxin-5-yl)phenyl)sulfonyl)-5-(2-fluorophenyl)-1H-pyrrol-3-yl)-N-methyl-methylamine hydrochloride